methyl (1S*,4R*,6R*)-3-(2-(thiophen-2-yl)acetyl)-6-(3-(trifluoromethyl)phenyl)-2-oxa-3,5-diazabicyclo[2.2.2]oct-7-ene-5-carboxylate S1C(=CC=C1)CC(=O)N1O[C@@H]2[C@H](N([C@H]1C=C2)C(=O)OC)C2=CC(=CC=C2)C(F)(F)F |o1:10,11,13|